NC(CC1=C(C(=S)S)C=CC=N1)C(=O)O 2-(2-amino-2-carboxyethyl)dithionicotinic acid